(6-(((3-(5-(hydroxymethyl)isoxazol-3-yl)-[1,2,4]triazolo[3,4-a]phthalazin-6-yl)oxy)methyl)pyridin-3-yl)(morpholino)methanone OCC1=CC(=NO1)C1=NN=C2N1N=C(C1=CC=CC=C21)OCC2=CC=C(C=N2)C(=O)N2CCOCC2